CN(C)C(=O)O The molecule is an amino acid consisting of carbamic acid having two methyl substituents both attached to the nitrogen. It derives from a carbamic acid.